COC1=CC=C(C(=O)C=2C=C(C=C3C(NC(C(N3)=O)=C([2H])C=3N=CNC3C(C)(C)C)=O)C=CC2)C=C1 3-(3-(4-methoxybenzoyl)benzylidene)-6-((5-(tert-butyl)-1H-imidazol-4-yl)methylene-d)piperazine-2,5-dione